NCCOCCOCCC(=O)NC1=CC(=CC=C1)C1=CC2=C(C=C1OC)OCC1=C2N(N=C1C(=O)N1C(COCC1)(C)C)C1=CC(=CC(=C1)Cl)Cl 3-(2-(2-aminoethoxy)ethoxy)-N-(3-(1-(3,5-dichlorophenyl)-3-(3,3-dimethylmorpholine-4-carbonyl)-7-methoxy-1,4-dihydrochromeno[4,3-c]pyrazol-8-yl)phenyl)propanamide